2-chloro-N-(1-cyanocyclopropyl)-5-[3-[5-(1,1,2,3,3,3-hexafluoropropoxy)-2-methyl-4-(trifluoromethyl)pyrazol-3-yl]isoxazol-5-yl]thiophene-3-carboxamide ClC=1SC(=CC1C(=O)NC1(CC1)C#N)C1=CC(=NO1)C=1N(N=C(C1C(F)(F)F)OC(C(C(F)(F)F)F)(F)F)C